silicon dioxiden O=O.[Si]